N-(4-{4-amino-1-[(1r,4r)-4-(4-methyl-piperazin-1-yl)cyclohexyl]-1H-pyrazolo[3,4-d]pyrimidin-3-yl}-2-methoxyphenyl)-1-methyl-1H-indole-2-carboxamide NC1=C2C(=NC=N1)N(N=C2C2=CC(=C(C=C2)NC(=O)C=2N(C1=CC=CC=C1C2)C)OC)C2CCC(CC2)N2CCN(CC2)C